(3R)-3-(7-chloro-1,4-dimethyl-1H-benzotriazol-5-yl)-3-(7-{[(4R)-8-chloro-4-ethyl-1,1-dioxo-3,4-dihydro-2H-pyrido[2,3-b][1,4,5]oxathiazepin-2-yl]methyl}-1-benzothien-5-yl)propionic acid ClC1=CC(=C(C2=C1N(N=N2)C)C)[C@H](CC(=O)O)C=2C=C(C1=C(C=CS1)C2)CN2S(C1=C(O[C@@H](C2)CC)N=CC(=C1)Cl)(=O)=O